NC=1C2=C(N=CN1)N(C=C2C2=C(C=C(C=C2)NC([C@@H](C2=CC=CC=C2)OC)=O)C)C (R)-N-(4-(4-amino-7-methyl-7H-pyrrolo[2,3-d]pyrimidin-5-yl)-3-methylphenyl)-2-methoxy-2-phenylacetamide